O=C1NCCC2N1CCNC2 6-oxooctahydro-2H-pyrazino[1,2-c]pyrimidin